8-amino-5-isopropyl-2-methyl-4,7,11,39-tetraoxo-15,18,21,24,27,30,33,36-octaoxa-3,6,12,40-tetraazatetratetracontan-1-oic acid NC(C(NC(C(NC(C(=O)O)C)=O)C(C)C)=O)CCC(NCCOCCOCCOCCOCCOCCOCCOCCOCCC(NCCCC)=O)=O